1-(5-(3-cyano-6-(1-((1r,4r)-4-(2-hydroxyethyl)cyclohexyl)-1H-pyrazol-4-yl)pyrazolo[1,5-a]pyridin-4-yl)pyridin-2-yl)-N-isopropyl-4-methylpiperidine-4-carboxamide C(#N)C=1C=NN2C1C(=CC(=C2)C=2C=NN(C2)C2CCC(CC2)CCO)C=2C=CC(=NC2)N2CCC(CC2)(C(=O)NC(C)C)C